ethyl 2-(2-bromo-4-oxo-spiro[6H-furo[3,2-c]pyridine-7,1'-cyclopropane]-5-yl)acetate BrC1=CC=2C(N(CC3(CC3)C2O1)CC(=O)OCC)=O